FC=1C=2N(C=C(C1)NC(=O)C=1N=NC(=C3C1N=CC=N3)N3C[C@@H](N([C@@H](C3)C)C(=O)OC(C)(C)C)C)C=C(N2)C tert-butyl (2S,6R)-4-[8-[(8-fluoro-2-methyl-imidazo[1,2-a]pyridin-6-yl)carbamoyl]pyrazino[2,3-d]pyridazin-5-yl]-2,6-dimethyl-piperazine-1-carboxylate